COC=1C=C(C=C(C1)OC)N1C(N(C2=NC(=NC=C2C1)SC)C1=CC=C(C=C1)[N+](=O)[O-])=O 3-(3,5-dimethoxyphenyl)-7-(methylthio)-1-(4-nitrophenyl)-3,4-dihydropyrimido[4,5-d]pyrimidin-2(1H)-one